ClC1=C(C=CC(=C1)C(F)(F)F)NC(CN1C=2N(C(C3=C1CCC31CCNCC1)=O)N=C(N2)C=2CCOCC2)=O N-(2-Chloro-4-(trifluoromethyl)phenyl)-2-(2-(3,6-dihydro-2H-pyran-4-yl)-8-oxo-5,8-dihydrospiro[cyclopenta[d][1,2,4]triazolo[1,5-a]pyrimidine-7,4'-piperidin]-4(6H)-yl)acetamide